3-((4-nitro-1-(4-oxaspiro[2.5]oct-7-yl)-1H-pyrazol-3-yl)oxy)propan-1-ol [N+](=O)([O-])C=1C(=NN(C1)C1CCOC2(CC2)C1)OCCCO